(2-amino-[1,2,4]triazolo[1,5-a]pyridin-7-yl)-N-((2s,3r)-3-(4-chlorophenyl)-2-fluoro-3-hydroxypropyl)-2-fluoro-6-methylbenzamide NC1=NN2C(C=C(C=C2)C=2C(=C(C(=O)NC[C@@H]([C@H](O)C3=CC=C(C=C3)Cl)F)C(=CC2)C)F)=N1